2-{3-[3-(tert-butylamino)pyrrolidin-1-yl]-1,2,4-triazin-6-yl}-5-(pyrimidin-2-yl)phenol dihydrochloride Cl.Cl.C(C)(C)(C)NC1CN(CC1)C=1N=NC(=CN1)C1=C(C=C(C=C1)C1=NC=CC=N1)O